OC1=C2C=CC=C(C2=CC=C1)C(=O)NC 5-hydroxy-N-methyl-naphthalene-1-carboxamide